2'-Chloro-N-(5-(3-hydroxy-3-methyl-cyclobutane-1-carbonyl)-5,6-dihydro-4H-pyrrolo[3,4-d]thiazol-2-yl)-5'-methoxy-6-methyl-[4,4'-bipyridine]-3-carboxamide ClC1=NC=C(C(=C1)C1=C(C=NC(=C1)C)C(=O)NC=1SC2=C(N1)CN(C2)C(=O)C2CC(C2)(C)O)OC